6-(3-bromo-2-methyl-phenyl)-2,3-dihydro-1,4-benzodioxine BrC=1C(=C(C=CC1)C1=CC2=C(OCCO2)C=C1)C